4-(4-(2-aminopyrimidin-5-yl)-6-morpholino-1,3,5-triazin-2-yl)piperazine-1-carboxylic acid tert-butyl ester C(C)(C)(C)OC(=O)N1CCN(CC1)C1=NC(=NC(=N1)C=1C=NC(=NC1)N)N1CCOCC1